N-(9-fluorenylmethoxycarbonyl)glutamine C1=CC=CC=2C3=CC=CC=C3C(C12)COC(=O)N[C@@H](CCC(N)=O)C(=O)O